2-(hydroxy-phenyl)-imidazole OC1=C(C=CC=C1)C=1NC=CN1